O1CC(C)C=2C(=C(C(=CC2C(C2=CC=CC=C2)(C)C)C(C2=CC=CC=C2)(C)C)O1)C(C1=CC=CC=C1)(C)C oxypropylene-2,4,6-tris(α,α-dimethylbenzyl)phenyl ether